N-(4-(4-(difluoromethyl)phenyl)piperidin-4-yl)-4-(trifluoromethoxy)benzene-sulfonamide FC(C1=CC=C(C=C1)C1(CCNCC1)NS(=O)(=O)C1=CC=C(C=C1)OC(F)(F)F)F